C(C)(C)OC(/N=N/C(=O)OC(C)C)=O (NE)-N-isopropyloxycarbonyliminocarbamic acid isopropyl ester